ClC=1C=NC(=NC1)CN1C(=NC=2C1=NC=C(C2)F)N2C[C@H]([C@@H](CC2)F)N (3R,4R)-1-(3-((5-Chloropyrimidin-2-yl)methyl)-6-fluoro-3H-imidazo[4,5-b]pyridin-2-yl)-4-fluoropiperidin-3-amin